C1(CC1)C=1C=C(C(N(C1)[C@@H](CC#N)C)=O)NC=1N(C=2C(=NC=C(C2OC)OC=2C=NN3C2C=NC=C3)N1)C (R)-3-(5-cyclopropyl-3-((7-methoxy-1-methyl-6-(pyrazolo[1,5-a]pyrazin-3-yloxy)-1H-imidazo[4,5-b]pyridin-2-yl)amino)-2-oxopyridin-1(2H)-yl)butanenitrile